triphenylsulfonium bromide sulfur [S].[Br-].C1(=CC=CC=C1)[S+](C1=CC=CC=C1)C1=CC=CC=C1